N-allyl-2,5-dichloro-3,4-bis((4-methoxybenzyl)oxy)benzamide C(C=C)NC(C1=C(C(=C(C(=C1)Cl)OCC1=CC=C(C=C1)OC)OCC1=CC=C(C=C1)OC)Cl)=O